(1S,2R)-2-[6-(dimethylamino)pyridin-3-yl]-1-(2-methoxy-5-methylphenyl)-N-(2-methylquinoline-5-sulfonyl)cyclopropane-1-carboxamide CN(C1=CC=C(C=N1)[C@@H]1[C@](C1)(C(=O)NS(=O)(=O)C=1C=2C=CC(=NC2C=CC1)C)C1=C(C=CC(=C1)C)OC)C